C1(CC1)C1=NN(C(N1C)=O)C1=CC(=C(C(=O)NC2=C(C=CC=C2C)F)C=C1F)O[C@H](C(F)(F)F)C 4-(3-cyclopropyl-4-methyl-5-oxo-4,5-dihydro-1H-1,2,4-triazol-1-yl)-5-fluoro-N-(2-fluoro-6-methylphenyl)-2-{[(2S)-1,1,1-trifluoropropan-2-yl]oxy}benzamide